FC1=C(C=CC(=C1)[N+](=O)[O-])N1CC2(COC2)CC1 6-(2-fluoro-4-nitrophenyl)-2-oxa-6-azaspiro[3.4]octane